BrC=1C=C(C=C(C1)F)[C@H](C)N1C(C=C(C=C1)C=1C=C2C(=NNC2=CC1)C=1C=NN(C1)C)=O (S)-1-(1-(3-bromo-5-fluorophenyl)ethyl)-4-(3-(1-methyl-1H-pyrazol-4-yl)-1H-indazol-5-yl)pyridin-2(1H)-one